N-ethoxyl-benzenesulfonamide O(CC)NS(=O)(=O)C1=CC=CC=C1